OCC(CO[Si]1(OCC(CO1)C)CS)C 2-(3-hydroxy-2-methylpropoxy)-5-methyl-[1,3,2]dioxasilinan-2-ylmethyl mercaptan